C(C)OC1=C(C=CC=C1)N1CC2CNCC2C1 2-(2-ethoxyphenyl)octahydropyrrolo[3,4-c]pyrrole